C(C1=CC=CC=C1)OC=1C(=C(C(=CC1)C)C1=C(C(=CC2=C1N=CN2C2=C(C=CC=C2)F)C#N)NCC2=CC=C(C=C2)OC)C 7-(3-benzyloxy-2,6-dimethyl-phenyl)-3-(2-fluorophenyl)-6-[(4-methoxyphenyl)methylamino]-benzimidazole-5-carbonitrile